(Z)-4-(4-((5-cyclopropyl-3-(2,6-difluorophenyl)isoxazol-4-yl)methoxy)azepan-1-yl)-N'-hydroxybenzimidamide C1(CC1)C1=C(C(=NO1)C1=C(C=CC=C1F)F)COC1CCN(CCC1)C1=CC=C(/C(/N)=N/O)C=C1